(3,4-Dichlorophenyl)(8-(2-(dimethylphosphino)ethyl)-3-(6-methylpyridin-2-yl)-5,6-dihydro-[1,2,4]triazolo[4,3-a]pyrazin-7(8H)-yl)methanone ClC=1C=C(C=CC1Cl)C(=O)N1C(C=2N(CC1)C(=NN2)C2=NC(=CC=C2)C)CCP(C)C